CC([C@H](C)NC(=O)C1=C(C(=NN1C)C1=C(C=CC=C1)COC)NS(=O)(=O)C1=CC=C(C=C1)C)(C)C (S)-N-(3,3-dimethylbutan-2-yl)-3-(2-(methoxymethyl)phenyl)-1-methyl-4-((4-methylphenyl)sulphonamido)-1H-pyrazole-5-carboxamide